N-[(1S)-1-(dicyclopropylmethyl)-2-[[5-[5-ethyl-3-methyl-1-(2-trimethylsilylethoxymethyl)pyrazol-4-yl]-6-fluoro-2-pyridyl]amino]-2-oxo-ethyl]-2-propyl-pyrazole-3-carboxamide C1(CC1)C([C@@H](C(=O)NC1=NC(=C(C=C1)C=1C(=NN(C1CC)COCC[Si](C)(C)C)C)F)NC(=O)C=1N(N=CC1)CCC)C1CC1